6-bromo-2-(2-chloro-6-fluoro-phenyl)-7-fluoro-4-isopropyl-phthalazin-1-one BrC=1C=C2C(=NN(C(C2=CC1F)=O)C1=C(C=CC=C1F)Cl)C(C)C